C1(=CC=CC=C1)C=1[N+](=C2C=CC=CC2=C2C=CC=CC12)CC[18F] 6-phenyl-5-(2-[18F]fluoroethyl)-phenanthridinium